C1(CC1)C(C)N1C(C=2C(=NC(=CC2C1)C1=C(N=C(S1)NC(C)=O)C)N1C(COCC1)CO)=O N-(5-(2-(1-cyclopropylethyl)-4-(3-(hydroxymethyl)morpholino)-3-oxo-2,3-dihydro-1H-pyrrolo[3,4-c]pyridin-6-yl)-4-methylthiazol-2-yl)acetamide